Lithium 5-(2-(1H-imidazol-5-yl)ethoxy)-6-bromopicolinate N1C=NC=C1CCOC=1C=CC(=NC1Br)C(=O)[O-].[Li+]